(R)-3-(benzyloxyamino)-1-(3-(trifluorophenyl)-5,6-dihydro-[1,2,4]triazolo[4,3-a]pyrazin-7(8H)-yl)-4-(2,4,5-trifluorophenyl)butan-1-one C(C1=CC=CC=C1)ON[C@@H](CC(=O)N1CC=2N(CC1)C(=NN2)C2=C(C(=C(C=C2)F)F)F)CC2=C(C=C(C(=C2)F)F)F